2-(1-((2-(3,5-dichloro-phenyl)-6-(ethyl(2-(4-methylpiperazin-1-yl)pyrimidin-5-yl)amino)pyridin-4-yl)methyl)piperidin-4-yl)acetic acid ClC=1C=C(C=C(C1)Cl)C1=NC(=CC(=C1)CN1CCC(CC1)CC(=O)O)N(C=1C=NC(=NC1)N1CCN(CC1)C)CC